3,4-diethylcyclohexanone C(C)C1CC(CCC1CC)=O